CCCCCCCCCCCCCCCCCCO n-Octadecanol